(R)-4-(2-(2-bromo-4-nitrophenoxy)ethyl)-2-methylpiperazine-1-carboxylic acid tert-butyl ester C(C)(C)(C)OC(=O)N1[C@@H](CN(CC1)CCOC1=C(C=C(C=C1)[N+](=O)[O-])Br)C